D-Cysteine hydrochloride hydrate O.Cl.N[C@H](CS)C(=O)O